ClC=1C=C(C=CC1C1CCC(CC1)(F)F)CC(C(=O)OC)(C)C methyl 3-(3-chloro-4-(4,4-difluorocyclohexyl) phenyl)-2,2-dimethylpropionate